CC(C(C)(S)C)S 1,2-dimethyl-1,2-propandithiol